C1(CCCC1)N1N=C(C=C1C1=C(C=CC=C1OC)OC)C(=O)N[C@H](CC=1SC=CN1)CCN1CCCCC1 1-cyclopentyl-5-(2,6-dimethoxyphenyl)-N-[(2S)-4-(piperidin-1-yl)-1-(1,3-thiazol-2-yl)butan-2-yl]-1H-pyrazole-3-carboxamide